O=C1NC(CCC1N1C(C2=CC=CC(=C2C1=O)OCC(=O)O)=O)=O 2-(2-(2,6-Dioxopiperidin-3-yl)-1,3-dioxoisoindolin-4-yloxy)acetic acid